(5-isopropoxy-1H-indazol-3-yl)-2-methyl-4-(N-morpholinyl)-pyridazin-3-one C(C)(C)OC=1C=C2C(=NNC2=CC1)C1=C(C(N(N=C1)C)=O)N1CCOCC1